(1R,4R)-Methyl 4-(2-bromoacetyl)cyclohexanecarboxylate BrCC(=O)C1CCC(CC1)C(=O)OC